ClC1=NC(=CC(=C1)NC(=O)C1=CC2=C(S1)C=CC(=C2)C(C)(C)S(=O)(=O)C)OC2=CC(=CC(=C2)OC)Cl N-(2-chloro-6-(3-chloro-5-methoxyphenoxy)pyridin-4-yl)-5-(2-(methylsulfonyl)propan-2-yl)benzo[b]thiophene-2-carboxamide